BrC=1C=CC(=C(C1)N(C1=NC=2N(C3=CC(=CC=C13)Cl)C=NN2)C)F N-(5-bromo-2-fluorophenyl)-8-chloro-N-methyl-[1,2,4]triazolo[4,3-a]quinazolin-5-amine